(tert-butyldimethylsilyl)oxy-7-hydroxy-3,7-dimethyl-12-oxo-2-((E)-4-oxobut-2-en-2-yl)oxacyclododec-4-en-6-yl 4-cycloheptylpiperazine-1-carboxylate C1(CCCCCC1)N1CCN(CC1)C(=O)OC1C=CC(C(OC(CCCCC1(C)O)=O)(\C(\C)=C\C=O)O[Si](C)(C)C(C)(C)C)C